rac-Methyl-2'-methoxy-6-((triethylsilyl)oxy)-3,6-dihydro-[1,1'-biphenyl]-1(2H)-carboxylat COC(=O)C1(CCC=CC1O[Si](CC)(CC)CC)C1=C(C=CC=C1)OC